CN(C1CCN(CC1)C=1SC2=C(N1)OC=1C=CC=CC1C2=O)C 2-(4-(dimethylamino)piperidin-1-yl)-9H-chromeno[2,3-d]thiazol-9-one